(R)-N-((S)-4,6-dihydrospiro[cyclopenta[d]thiazol-5,4'-piperidin]-6-yl)-2-methylpropane-2-sulfinamide trifluoroacetate salt FC(C(=O)O)(F)F.N1CCC2(CC1)[C@@H](C1=C(N=CS1)C2)N[S@](=O)C(C)(C)C